[C@H]12[C@H]3C[C@H]3[C@H](CC(C1)OC1=CC=C(N=N1)C1=C(C=C(C=C1)C1=NC(N(C=N1)C)=O)O)N2 4-(4-(6-(((1R,2S,4R,5S,7r)-9-azatricyclo[3.3.1.02,4]nonan-7-yl)oxy)pyridazin-3-yl)-3-hydroxyphenyl)-1-methyl-1,3,5-triazin-2(1H)-one